[N+](=O)([O-])[O-].[Y+3].CN1CN(C=C1)CCCCCCCC.[N+](=O)([O-])[O-].[N+](=O)([O-])[O-] 1-methyl-3-octyl-imidazole yttrium nitrate